OC1=C(C(=CC(=C1)C(F)(F)F)C)C1=CC(=C2C(=N1)N=C(O2)N[C@H]2CN(CCC2)C)C(C)=O (R)-1-(5-(2-hydroxy-6-methyl-4-(trifluoromethyl)phenyl)-2-((1-methylpiperidin-3-yl)-amino)oxazolo[4,5-b]pyridin-7-yl)ethan-1-one